C(C)OC(C1=C(C=CC=C1)C(=O)C1=C(C(=CC=C1)F)ON=C(C)C)OCC [2-(diethoxymethyl)phenyl]{3-fluoro-2-[(propan-2-ylideneamino)-oxy]phenyl}methanone